F[C@@]12[C@@H](NCC1)CN(C2=O)CC(C(=O)O)(C)C 3-((cis)-3a-fluoro-4-oxohexahydropyrrolo[3,4-b]pyrrol-5(1H)-yl)-2,2-dimethylpropionic acid